(2S,4R)-1-((S)-2-Amino-3,3-dimethylbutyryl)-N-((S)-1-(2'-fluoro-[1,1'-biphenyl]-4-yl)ethyl)-4-hydroxypyrrolidine-2-carboxamide N[C@H](C(=O)N1[C@@H](C[C@H](C1)O)C(=O)N[C@@H](C)C1=CC=C(C=C1)C1=C(C=CC=C1)F)C(C)(C)C